ethyl-1,3-thiazole-5-carboxylate C(C)OC(=O)C1=CN=CS1